C1(CC1)NC(=O)NC1=CC2=C(N=CN=C2N[C@H](C)C2=C(C(=CC=C2)C(F)F)F)OC1=O (R)-1-cyclopropyl-3-(4-((1-(3-(difluoromethyl)-2-fluorophenyl)ethyl)amino)-7-oxo-7H-pyrano[2,3-d]pyrimidin-6-yl)urea